C1(CC1)S(=O)(=O)N1N=CC(=C1)C1=NC=CC(=N1)NC1=NC=C(C(=C1)NC1CCC(CC1)NCCF)C1=NN(C=C1)CCCN(C)C N2-(2-(1-(Cyclopropylsulfonyl)-1H-pyrazol-4-yl)pyrimidin-4-yl)-5-(1-(3-(dimethylamino)propyl)-1H-pyrazol-3-yl)-N4-((1s,4s)-4-((2-fluoroethyl)amino)cyclohexyl)pyridine-2,4-diamine